C[Si](C)(C)CN1N=NC(=C1C(=O)OCC)C=1C=NC(=CC1)C ethyl 1-trimethylsilylmethyl-4-(6-methylpyridin-3-yl)-1H-1,2,3-triazole-5-carboxylate